NC(C(=O)O)(CCCCB(O)O)CCCN1CCN(CC1)CC1=C(C=C(C=C1)F)F 2-amino-6-borono-2-(3-(4-(2,4-difluorobenzyl)piperazin-1-yl)propyl)hexanoic acid